C(C)(C)(C)OC(=O)N1CC2(C1)CC(C2)N2N=CC(=C2C2=C(C=CC(=C2)C)F)C(F)(F)F 6-(5-(2-fluoro-5-methylphenyl)-4-(trifluoromethyl)-1H-pyrazol-1-yl)-2-azaspiro[3.3]heptane-2-carboxylic acid tert-butyl ester